N(=C=O)C1CC(CC(C1)(C)C[N+]#[C-])(C)C 5-isocyanato-1-(isocyanomethyl)-1,3,3-trimethylcyclohexane